ClC1=CC(=NC=C1OC1=CC=CC=C1)NC=1C2=C(N=CN1)C=CC(=N2)N2CC1(CCN1C(C=C)=O)C2 1-(6-(4-((4-chloro-5-phenoxypyridin-2-yl)amino)pyrido[3,2-d]pyrimidin-6-yl)-1,6-diazaspiro[3.3]heptan-1-yl)prop-2-en-1-one